methyl (3R,6S)-1-(2-(3,4-dichlorophenyl)acetyl)-6-methylpiperidine-3-carboxylate ClC=1C=C(C=CC1Cl)CC(=O)N1C[C@@H](CC[C@@H]1C)C(=O)OC